C1OCCC2=CC=C(C=C12)C(=O)O 3,4-Dihydro-1H-isochromene-7-carboxylic acid